7-(3-(4-chloro-2,6-dimethylphenoxy)-5-methylphenyl)-N-(3-hydroxypropyl)-5-methyl-4-oxo-4,5-dihydrothieno[3,2-c]pyridine-2-carboxamide ClC1=CC(=C(OC=2C=C(C=C(C2)C)C=2C3=C(C(N(C2)C)=O)C=C(S3)C(=O)NCCCO)C(=C1)C)C